N(=C=O)CC1=CC(=CC=C1)CN=C=O 1,3-Bis-(isocyanatomethyl)benzene